ClC=1C=C(C=NC1CO)C1CN(C1)C(=O)OC(C)(C)C tert-Butyl 3-[5-chloro-6-(hydroxymethyl)pyridin-3-yl]azetidine-1-carboxylate